ClC=1C=CC2=C([C@@H](C[C@@H](O2)C(=O)N[C@H]2CO[C@@H](CC2)C=2OC(=CN2)C2CC(C2)OC(F)(F)F)O)C1 (2R,4R)-6-chloro-4-hydroxy-N-[(3R,6S)-6-{5-[3-(trifluoromethoxy)cyclobutyl]-1,3-oxazol-2-yl}oxan-3-yl]-3,4-dihydro-2H-1-benzopyran-2-carboxamide